C1=CC=CC=2C3=CC=CC=C3C(C12)COC(=O)N(C)C(C(=O)O)CC(N1CCCC1)=O (9H-fluoren-9-ylmethoxycarbonyl-(methyl)amino)-4-oxo-4-pyrrolidine-1-ylbutanoic acid